F[B-](F)(F)F.C1(=C(C(=CC(=C1)C)C)C=1C2=CC=CC=C2[N+](=C2C=CC=CC12)C1=CC=CC=C1)C 9-Mesityl-10-phenylacridinium tetrafluoroborate